O1CN(CC1)CCO 3-Oxazolidineethanol